(2s,4s)-2-(4-(4-(dimethylamino)phenyl)piperidine-1-carbonyl)-7-oxa-5-azaspiro[3.4]octan-6-one CN(C1=CC=C(C=C1)C1CCN(CC1)C(=O)C1CC2(C1)NC(OC2)=O)C